(2S,4R)-1-[(2S)-3,3-dimethyl-2-[4-[4-(trifluoromethyl)phenyl]triazol-1-yl]butanoyl]-4-hydroxy-N-methyl-pyrrolidine-2-carboxamide CC([C@@H](C(=O)N1[C@@H](C[C@H](C1)O)C(=O)NC)N1N=NC(=C1)C1=CC=C(C=C1)C(F)(F)F)(C)C